O=C1CCN(CC1)C(=O)C1=CC=2C(C3=CC=CC=C3C(C2C=C1)=O)=O 2-(4-oxopiperidine-1-carbonyl)anthracene-9,10-dione